4-(4-amino-6-(2-fluoro-4-(2-fluoroacrylamido)phenyl)pyrazolo[5,1-f][1,2,4]triazin-5-yl)-N-((1-fluorocyclopropyl)methyl)-2-methoxybenzamide NC1=NC=NN2C1=C(C(=N2)C2=C(C=C(C=C2)NC(C(=C)F)=O)F)C2=CC(=C(C(=O)NCC1(CC1)F)C=C2)OC